Phosphopyruvat P(=O)(=O)CC(C(=O)[O-])=O